The molecule is a monocarboxylic acid anion that is the conjugate base of flunixin, obtained by deprotonation of the carboxy group. It is a conjugate base of a flunixin. CC1=C(C=CC=C1NC2=C(C=CC=N2)C(=O)[O-])C(F)(F)F